5,6-dimethyl-1-(tetrahydro-2H-pyran-2-yl)-4-(4,4,5,5-tetramethyl-1,3,2-dioxaborolan-2-yl)-1H-indazole CC=1C(=C2C=NN(C2=CC1C)C1OCCCC1)B1OC(C(O1)(C)C)(C)C